O1C2=C(OCC1)C=C(C=C2)NC(C2=CC(=CC=C2)S(=O)(=O)N2CCC1=CC=CC=C21)=O N-(2,3-dihydrobenzo[b][1,4]dioxin-6-yl)-3-(indolin-1-ylsulfonyl)benzamide